C(C1=CC=CC=C1)OC=1C=CC(=C(C1)C1=CC=CC=C1)CCO 2-(5-(benzyloxy)-[1,1'-biphenyl]-2-yl)ethan-1-ol